C12C(CCCC1)C1C(COCC3C2O3)O1 2-cyclohexanediglycidyl ether